O=C1NC(CCC1N1C(C2=CC=CC(=C2C1=O)NCCOCCOCCOCCOC1=CC=C(C=C1)\C(=C(\CC)/C1=CC=CC=C1)\C1=CC=C(C=C1)O)=O)=O (Z)-2-(2,6-dioxopiperidin-3-yl)-4-((2-(2-(2-(2-(4-(1-(4-hydroxyphenyl)-2-phenylbut-1-en-1-yl)phenoxy)ethoxy)ethoxy)ethoxy)ethyl)amino)isoindoline-1,3-dione